Tert-butyl 9-chloro-7-(5-fluoroindol-1-yl)-5-methyl-3,5-dihydro-2H-1,4-benzoxazepine-4-carboxylate ClC1=CC(=CC=2C(N(CCOC21)C(=O)OC(C)(C)C)C)N2C=CC1=CC(=CC=C21)F